Sodium (2S,5R)-2-(N-((R)-1-acetylpiperidine-2-carbonyl)carbamimidoyl)-7-oxo-1,6-diazabicyclo[3.2.1]octan-6-yl Sulfate S(=O)(=O)(ON1[C@@H]2CC[C@H](N(C1=O)C2)C(NC(=O)[C@@H]2N(CCCC2)C(C)=O)=N)[O-].[Na+]